2,5-bis(2-(2-(2-methoxyethoxy)ethoxy)ethoxy)terephthalaldehyde COCCOCCOCCOC1=C(C=O)C=C(C(=C1)C=O)OCCOCCOCCOC